C1(CC1)CN1CCC(CC1)C1=CN=C(S1)C1=NNC(=C1C(C)C)C=1C=C(C=2N(C1)N=CN2)OC 5-(1-(cyclopropylmethyl)piperidin-4-yl)-2-(4-isopropyl-5-(8-methoxy-[1,2,4]triazolo[1,5-a]pyridin-6-yl)-1H-pyrazol-3-yl)thiazole